C(C)(C)(CC)OOC(C)(C)CC tert-amyl peroxide